tert-butyl 2-[4-[(4-chloro-1-tetrahydropyran-2-yl-indazol-5-yl) carbamothioyl-carbamoyl]-2-methoxy-phenoxy]acetate ClC1=C2C=NN(C2=CC=C1NC(=S)NC(=O)C1=CC(=C(OCC(=O)OC(C)(C)C)C=C1)OC)C1OCCCC1